cerium dichromate salt [Cr](=O)(=O)([O-])O[Cr](=O)(=O)[O-].[Ce+3].[Cr](=O)(=O)([O-])O[Cr](=O)(=O)[O-].[Cr](=O)(=O)([O-])O[Cr](=O)(=O)[O-].[Ce+3]